C1N(CC[C@@]12NCCCC2)C2=C1C(=NC=C2)N(C=C1C=1C=NC=NC1)COCC[Si](C)(C)C 2-[[4-[(5R)-2,6-diazaspiro[4.5]decan-2-yl]-3-pyrimidin-5-yl-pyrrolo[2,3-b]pyridin-1-yl]methoxy]ethyl-trimethyl-silane